CNC([9C@@H](N)C(C)C)=O N-methyl-(9C1)-L-valinamide